S1C(=NC2=C1C=CC=C2)SC2=CC=C(C=C2)NC(C2=C(C=CC(=C2)Cl)O)=O N-(4-(benzo[d]thiazol-2-ylthio)phenyl)-5-chloro-2-hydroxybenzamide